2-amino-N-[7-methoxy-8-(3-morpholin-4-ylpropoxy)-2,3-dihydroimidazo[1,2-c]quinazolin-5-yl]pyrimidine-5-carboxamide dihydrochloride Cl.Cl.NC1=NC=C(C=N1)C(=O)NC1=NC=2C(=C(C=CC2C=2N1CCN2)OCCCN2CCOCC2)OC